6-[(7S)-2-{3-[4-(Pyridin-2-yl)phenyl]-1H-pyrrolo[2,3-b]pyridin-5-yl}-6,7,8,9-tetrahydro-5H-benzo[7]annulen-7-yl]-3-oxa-6-azabicyclo[3.1.1]heptane N1=C(C=CC=C1)C1=CC=C(C=C1)C1=CNC2=NC=C(C=C21)C=2C=CC1=C(CC[C@H](CC1)N1C3COCC1C3)C2